ClC=1C=CC=C(C1OC=1C=C2C(=CC(=NC2=CC1)C1=CC=C(C=C1)C(F)(F)F)C)Cl 3,5-dichloro-4-((2-(4-trifluoromethylphenyl)-4-methylquinolin-6-yl)oxy)benzene